CN1N=C2C=C(C(=CC2=C1)C=1N=NC(=CC1)N(C1CC(NC(C1)(C)C)(C)C)C)O 2-methyl-5-(6-(methyl(2,2,6,6-tetramethylpiperidin-4-yl)amino)pyridazin-3-yl)-2H-indazol-6-ol